1-Oxyl-2,2,6,6-tetramethyl-4-carboxyl-piperidin ON1C(CC(CC1(C)C)C(=O)O)(C)C